C(C1=CC=CC=C1)OC1=C(C=CC=C1)S(=O)(=O)NC1=NOC2=C1C(=CC(=C2)CN2N=CC(=C2)CNC(OC(C)(C)C)=O)OC tert-butyl ((1-((3-((2-(benzyloxy)phenyl)sulfonamido)-4-methoxybenzo[d]isoxazol-6-yl)methyl)-1H-pyrazol-4-yl)methyl)carbamate